3-Cyclopentadecylpropanoic acid C1(CCCCCCCCCCCCCC1)CCC(=O)O